C(C)(C)(C)OC(N(C)CCCCC1=CC(=C(C=C1)O)F)=O [4-(3-fluoro-4-hydroxyphenyl)butyl]-N-methylcarbamic acid tert-butyl ester